(3-(6-hydroxy-2-morpholino-9H-purin-9-yl)azetidin-1-yl)(pyridin-3-yl)methanone OC1=C2N=CN(C2=NC(=N1)N1CCOCC1)C1CN(C1)C(=O)C=1C=NC=CC1